FC1=C(C=CC=C1)C=1N=C(N=NC1C1=C(C=NC=C1)F)NC1=CC(=CC=C1)F 5-(2-fluorophenyl)-N-(3-fluorophenyl)-6-(3-fluoropyridin-4-yl)-1,2,4-triazin-3-amine